ethyl (S)-3-(4-(3-methylbenzyl)phenyl)-3-((R)-4-methylphenylsulfinamido)propanoate CC=1C=C(CC2=CC=C(C=C2)[C@H](CC(=O)OCC)N[S@](=O)C2=CC=C(C=C2)C)C=CC1